BrC=1C(=C(C=CC1)C1=CC=2N(C(C(=CN2)CN(C(OC(C)(C)C)=O)CCO)=O)C=C1)C#N tert-Butyl ((8-(3-bromo-2-cyanophenyl)-4-oxo-4H-pyrido[1,2-a]pyrimidin-3-yl)methyl)(2-hydroxyethyl)carbamate